3-(4'-chloro-[1,1'-biphenyl]-2-carbonyl)-3,8-diazabicyclo[3.2.1]octane ClC1=CC=C(C=C1)C=1C(=CC=CC1)C(=O)N1CC2CCC(C1)N2